C1=C(C=CC2=CC=CC=C12)C=1OC2=C(N1)C=C(C=C2)CC2C(NC(S2)=O)=O 5-{[2-(2-naphthyl)-benzoxazol-5-yl]-methyl}thiazolidine-2,4-dione